1-(4-(2-((tert-butyldimethylsilyl)oxy)ethyl)-2-isopropylpyridin-3-yl)-7-chloro-6-fluoropyrido[2,3-d]pyrimidine-2,4(1H,3H)-dione [Si](C)(C)(C(C)(C)C)OCCC1=C(C(=NC=C1)C(C)C)N1C(NC(C2=C1N=C(C(=C2)F)Cl)=O)=O